C1(=CC=CC=C1)C1=CC=CC(=N1)C1=NOC(C1)C(=O)OCC ethyl 3-(6-phenylpyridin-2-yl)-4,5-dihydro-1,2-oxazole-5-carboxylate